(1s,2r)-3-(benzyloxy)-1-(2-chlorophenyl)-2-hydroxypropyl acetate C(C)(=O)O[C@H]([C@@H](COCC1=CC=CC=C1)O)C1=C(C=CC=C1)Cl